C(C)OCC1=CC=C(C=N1)CN (6-(Ethoxymethyl)pyridin-3-yl)methylamine